ClC=1C=2N(C=CC1I)C(=C(N2)C(=O)O)[N+](=O)[O-] 8-Chloro-7-iodo-3-nitroimidazo[1,2-a]pyridine-2-carboxylic acid